FC=1C=C(C=C(C1)F)[C@@H]1CCN2N1C(C1(C2)CCN(CC1)C1=NC=C(C=C1)C(F)(F)F)=O (S)-7'-(3,5-difluorophenyl)-1-(5-(trifluoromethyl)pyridin-2-yl)dihydro-1'H,3'H,5'H-spiro[piperidine-4,2'-pyrazolo[1,2-a]pyrazol]-1'-one